OCCN(CCCCCCCCCCCCCCCCCC)CCO N,N-bis(2-hydroxyethyl)-N-octadecylamine